BrC1=NN2C(N=C(C=C2NC[C@]2([C@H](C2)CO)C2=NC=CC=C2)C(F)(F)F)=C1 ((1S,2S)-2-(((2-bromo-5-(trifluoromethyl)pyrazolo[1,5-a]pyrimidin-7-yl)amino)methyl)-2-(pyridin-2-yl)cyclopropyl)methanol